(R)-N-(3-Cyano-2,4-difluorophenyl)-11,11-difluoro-8-hydroxy-3,4,8,9,10,11-hexahydro-1H-pyrido[4',3':3,4]pyrazolo[1,5-a]azepine-2(7H)-carboxamide C(#N)C=1C(=C(C=CC1F)NC(=O)N1CC=2C(=NN3C2C(CC[C@H](C3)O)(F)F)CC1)F